N1=CN=CC(=C1)C1=CN(C2=NC=CC(=C21)N2CCC1(CCCN(C1)C(=O)OC(C)(C)C)CC2)COCC[Si](C)(C)C tert-butyl 9-[3-pyrimidin-5-yl-1-(2-trimethylsilylethoxymethyl)pyrrolo[2,3-b]pyridin-4-yl]-2,9-diazaspiro[5.5]undecane-2-carboxylate